4,4'-(1-methylethylene)dicyclohexanethiol CC(CC1CCC(CC1)S)C1CCC(CC1)S